NC1CCOCC1 4-aminotetrahydropyran